CNC(=O)Cl N-methyl-carbamoyl chloride